CC1(C=2N(C3=C(C(=N1)C1=CC=CC=C1)C=CS3)C(=NN2)C)C 6,6-dimethyl-4-phenyl-9-methyl-6H-thieno[3,2-f]-s-triazolo[4,3-a][1,4]diazepine